(R)-N-(5-chloro-2,4-difluorophenyl)-N-methyl-2-(6-methyl-4-(trifluoromethyl)pyridin-2-yl)-3-oxoisoindoline-1-carboxamide ClC=1C(=CC(=C(C1)N(C(=O)[C@@H]1N(C(C2=CC=CC=C12)=O)C1=NC(=CC(=C1)C(F)(F)F)C)C)F)F